C[Si]1(O[Si](O[Si](O[Si](O1)(C=C)C)(C=C)C)(C=C)C)C=C tetramethyl-tetra-vinyl-cyclotetrasiloxane